O=C1NC2=CC(=CC=C2CC12CN(CC2)C#N)C2=CC(=CC=C2)OC(F)(F)F 2'-oxo-7'-(3-(trifluoromethoxy)phenyl)-1',4'-dihydro-2'H-spiro[pyrrolidine-3,3'-quinoline]-1-carbonitrile